ClC1=C(C=CC(=C1)OCCN1CCN(CC1)C)C=1N(C2=NC=NC(=C2N1)OC1(CC1)C)CCC1=CC=CC=C1 8-(2-chloro-4-(2-(4-methylpiperazin-1-yl)ethoxy)phenyl)-6-(1-methylcyclopropoxy)-9-phenethyl-9H-purine